FC1=C(C=CC=C1)N1N=C2C(C=NC(=C2)N2CC(C2)S(=O)(=O)N(C)C)=C1 1-(2-(2-Fluorophenyl)-2H-pyrazolo[4,3-c]pyridin-6-yl)-N,N-dimethyl-azetidine-3-sulfonamide